Pyridinium para-toluenesulfonic acid CC1=CC=C(C=C1)S(=O)(=O)O.[NH+]1=CC=CC=C1